1,1,3,3-tetramethylbutylperoxy 2-ethylhexanoate (1,1,3,3-tetramethylbutylperoxy-2-ethylhexanoate) CC(CC(C)(C)C)(C)OOC(C(=O)O)(CCCC)CC.C(C)C(C(=O)OOOC(CC(C)(C)C)(C)C)CCCC